C1(CC1)C=1C=C(C=C2C=NC(=NC12)N1CCOCC1)CN1C[C@H](CC1)OC=1C=C2CN(C(C2=CC1)=O)[C@@H]1C(NC(CC1)=O)=O (S)-3-(5-(((S)-1-((8-Cyclopropyl-2-morpholinoquinazolin-6-yl)methyl)pyrrolidin-3-yl)oxy)-1-oxoisoindolin-2-yl)piperidine-2,6-dione